FC=1C(=NC=CC1CC=1C=NC=C(C1C)OCC1=NC=CC=C1F)N 3-fluoro-4-({5-[(3-fluoropyridin-2-yl)methoxy]-4-methylpyridin-3-yl}methyl)pyridin-2-amine